FCC(=O)[C@@H](O)[C@H](O)[C@H](O)CO C1-fluorodeoxyfructose